CC1=CC=C(C=C1)S(=O)(=O)OC[C@H](C)OC (S)-2-methoxypropyl 4-methylbenzenesulfonate